(4-(3-(4-(4-((4-(2-(2,6-dioxopiperidin-3-yl)-1-oxoisoindolin-5-yl)piperazin-1-yl)methyl)piperidin-1-yl)benzoyl)-6-hydroxybenzo[b]thiophen-2-yl)phenyl)boronic acid O=C1NC(CCC1N1C(C2=CC=C(C=C2C1)N1CCN(CC1)CC1CCN(CC1)C1=CC=C(C(=O)C=2C3=C(SC2C2=CC=C(C=C2)B(O)O)C=C(C=C3)O)C=C1)=O)=O